[C@H]1(C=CCCC1)[C@@H](C1(NC(C(C1(C)O)CCO)=O)C(=O)OC)O methyl 2-((S)-((S)-cyclohex-2-en-1-yl) (hydroxy) methyl)-3-hydroxy-4-(2-hydroxyethyl)-3-methyl-5-oxopyrrolidine-2-carboxylate